2-(3-fluoro-2-methoxy-5-(2-methoxypropan-2-yl)phenyl)-2-((R)-3-(methyl(5-(5,6,7,8-tetrahydro-1,8-naphthyridin-2-yl)pentyl)amino)pyrrolidin-1-yl)acetic acid FC=1C(=C(C=C(C1)C(C)(C)OC)C(C(=O)O)N1C[C@@H](CC1)N(CCCCCC1=NC=2NCCCC2C=C1)C)OC